ribosyl-CoA C1([C@H](O)[C@H](O)[C@H](O1)CO)SCCNC(CCNC([C@@H](C(COP(OP(OC[C@@H]1[C@H]([C@H]([C@@H](O1)N1C=NC=2C(N)=NC=NC12)O)OP(=O)(O)O)(=O)O)(=O)O)(C)C)O)=O)=O